C(CC)C(CCC)OC=1C=C(C=CC1)CS 3-(1-propyl-butoxy)-phenyl-methyl mercaptan